CN1CCN(CC1)C1=NC=C(C=C1)B1OC(C)(C)C(C)(C)O1 2-(4-methylpiperazin-1-yl)pyridine-5-boronic acid pinacol ester